methyl (R)-2-amino-3-((tert-butoxycarbonyl)amino)-3-methylbutanoate N[C@@H](C(=O)OC)C(C)(C)NC(=O)OC(C)(C)C